ClC1=NC=C(C(=C1F)C1=C(C=NC(=C1)C)C(=O)NC=1SC(=NN1)O[C@@H]1[C@@H](OCC1)C)OC 2'-chloro-3'-fluoro-5'-methoxy-6-methyl-N-(5-(((2S,3S)-2-methyltetrahydrofuran-3-yl)oxy)-1,3,4-thiadiazol-2-yl)-[4,4'-bipyridine]-3-carboxamide